Cl.C(C=C)(=O)OCC[NH+](C)C acryloyloxyethyl-dimethyl-ammonium hydrochloride